S1C(=NC=C1)C1=CC=C(C=2N=C(OC21)N2CC1N(C(C2)C1)C(=O)OC(C)(C)C)OC1=NC=C(C=C1)OC(F)(F)F tert-Butyl 3-(7-(thiazol-2-yl)-4-((5-(trifluoromethoxy)pyridin-2-yl)oxy)benzo[d]oxazol-2-yl)-3,6-diazabicyclo[3.1.1]heptane-6-carboxylate